FC(C(=O)O)(F)F.ClC=1C=C(C=C(C1)C=1C=NN(C1)C1=CC=C(C=C1)F)CN (3-chloro-5-(1-(4-fluorophenyl)-1H-Pyrazol-4-yl)phenyl)methanamine, trifluoroacetate salt